Racemic-tert-butyl (3S)-4-(7-(4-cyanopyridin-2-yl)-5-(2-methylmorpholino)-7H-pyrrolo[2,3-d]pyrimidin-4-yl)-3-methylpiperazine-1-carboxylate C(#N)C1=CC(=NC=C1)N1C=C(C2=C1N=CN=C2N2[C@H](CN(CC2)C(=O)OC(C)(C)C)C)N2C[C@H](OCC2)C |&1:33|